9,9'-((4-(2-(4,6-diphenyl-1,3,5-triazin-2-yl)phenyl)-6-(4-(3-methyl-9H-carbazol-9-yl)phenyl)pyridine-2,5-diyl)bis(4,1-phenylene))bis(3,6-dimethyl-9H-carbazole) C1(=CC=CC=C1)C1=NC(=NC(=N1)C1=CC=CC=C1)C1=C(C=CC=C1)C1=CC(=NC(=C1C1=CC=C(C=C1)N1C2=CC=C(C=C2C=2C=C(C=CC12)C)C)C1=CC=C(C=C1)N1C2=CC=CC=C2C=2C=C(C=CC12)C)C1=CC=C(C=C1)N1C2=CC=C(C=C2C=2C=C(C=CC12)C)C